3,4-dimethyl-1H-pyrrole-2,5-dione CC=1C(NC(C1C)=O)=O